S(C#N)CCC[Si](OCC)(OCC)OCC L-3-thiocyanatopropyltriethoxysilane